F[C@@H]1[C@@H](S[C@@H]([C@H]1O)CO)N1C(=O)N=C(N)C=C1 1-(2-Deoxy-2-fluoro-4-thio-β-D-arabinofuranosyl)cytosin